N-(3-((1H-imidazol-2-yl)methyl)phenyl)-4-fluoro-7-methyl-1H-indole N1C(=NC=C1)CC=1C=C(C=CC1)N1C=CC2=C(C=CC(=C12)C)F